CC(CC[C@@H](C(=O)O)NC=1C=NC=NC1)(C)C (S)-5,5-dimethyl-2-(5-pyrimidinylamino)hexanoic acid